[Na].C(C)[Si]1(O[Si](O[Si](O[Si](O1)(CC)CC)(CC)CC)(CC)CC)CC octaethylcyclotetrasiloxane sodium